3-(3-methyl-5-(4,4,5,5-tetramethyl-1,3,2-dioxaborolan-2-yl)phenyl)oxetan-3-ol CC=1C=C(C=C(C1)B1OC(C(O1)(C)C)(C)C)C1(COC1)O